C(C#CCCCCCC)OC(CCCCCCC)=O octanoic acid non-2-yn-1-yl ester